methyl-cyanamide formate calcium salt [Ca+2].C(=O)[O-].CNC#N.C(=O)[O-]